epoxy-p-AminoPhenol NC1=C2C(=C(C=C1)O)O2